bis(4-morpholinosulfonyl-1,2-diphenylthiophenol) copper [Cu].O1CCN(CC1)S(=O)(=O)C1=CC(C(C=C1)(S)C1=CC=CC=C1)C1=CC=CC=C1.O1CCN(CC1)S(=O)(=O)C1=CC(C(C=C1)(S)C1=CC=CC=C1)C1=CC=CC=C1